pyrrolidin-3-yl-methyl-carbamic acid, tert-butyl ester N1CC(CC1)N(C(OC(C)(C)C)=O)C